COC1=C(C=CC(=C1)[N+](=O)[O-])N1CCN(CC1)C(=O)OC(C)(C)C tert-butyl 4-(2-methoxy-4-nitrophenyl)piperazine-1-carboxylate